FC([C@@]([C@@H](C(=O)NO)NC(C1=CC=C(C=C1)C#CC#CC1CCOCC1)=O)(C)O)F N-((2S,3S)-4,4-difluoro-3-hydroxy-1-(hydroxyamino)-3-methyl-1-oxobutan-2-yl)-4-((tetrahydro-2H-pyran-4-yl)buta-1,3-diyn-1-yl)benzamide